O=C1NC(CCC1C1=C(C=C(C=C1F)N1CC(C1)NC(OCCC(C)(C)C1CC1)=O)F)=O 3-cyclopropyl-3-methylbutyl (1-(4-(2,6-dioxopiperidin-3-yl)-3,5-difluorophenyl)azetidin-3-yl)carbamate